2-[1-(4-Chloro-phenyl)-2-methyl-3-(2-piperidin-1-yl-acetyl)-1H-indol-6-ylmethyl]-isoindole-1,3-dione ClC1=CC=C(C=C1)N1C(=C(C2=CC=C(C=C12)CN1C(C2=CC=CC=C2C1=O)=O)C(CN1CCCCC1)=O)C